2-bromo-1-(1,5-dimethoxy-2,2-dimethylpentan-3-yl)-4-fluorobenzene BrC1=C(C=CC(=C1)F)C(C(COC)(C)C)CCOC